C(C)(C)OC(C1=C(N=C(C(=C1)F)N1N=C(N(C1=O)CC)COCC1=CC=CC=C1)C=C)=O 6-(3-((benzyloxy)methyl)-4-ethyl-5-oxo-4,5-dihydro-1H-1,2,4-triazol-1-yl)-5-fluoro-2-vinylnicotinic acid isopropyl ester